C(=O)(OCC1C2=CC=CC=C2C2=CC=CC=C12)[C@](N(CC)CC)(CCCCN)C(=O)O Fmocdiethyl-lysine